tert-butyl (S)-3-(4-(2-methyl-5-(3-(2,2,2-trifluoroethyl)pyrrolidine-1-carboxamido)phenyl)-6-morpholinopyridin-2-yl)-2,5-dihydro-1H-pyrrole-1-carboxylate CC1=C(C=C(C=C1)NC(=O)N1C[C@@H](CC1)CC(F)(F)F)C1=CC(=NC(=C1)N1CCOCC1)C=1CN(CC1)C(=O)OC(C)(C)C